FC1=C(C#N)C=C(C(=C1)N1[C@@H](CCCC1)CCCCOCOCC[Si](C)(C)C)[N+](=O)[O-] (S)-2-fluoro-5-nitro-4-(2-(4-((2-(trimethylsilyl)ethoxy)methoxy)butyl)piperidin-1-yl)benzonitrile